BrC=1C=C(C(=NC1F)NS(=O)(=O)C=1C=NN2C1C=CC(=C2)OC(F)F)OC N-(5-bromo-6-fluoro-3-methoxypyridin-2-yl)-6-(difluoromethoxy)pyrazolo[1,5-a]pyridine-3-sulfonamide